ClC=1C=C(C=CC1F)NC(=O)C1=C(N=CN1C)C1CC2CC(CC2C1)(O)C1=CC(=NN1C)OC(C(=O)OCC)C Ethyl 2-((5-(5-(5-((3-chloro-4-fluorophenyl)carbamoyl)-1-methyl 1H-imidazol-4-yl)-2-hydroxyoctahydropentalen-2-yl)-1-methyl 1H-pyrazol-3-yl)oxy)propanoate